3-(aminomethyl)-1-benzhydrylazetidin-3-ol NCC1(CN(C1)C(C1=CC=CC=C1)C1=CC=CC=C1)O